4',8',9',13'-tetraazaspiro[cyclopropane-1,12'-tricyclo[7.5.0.02,7]tetradecane] C12C3CNCCC3NN2CCC2(NC1)CC2